3-hydroxy-2-(methoxymethyl)-2-methyl-1-[2-(trifluoromethyl)piperidin-4-yl]propan-1-one OCC(C(=O)C1CC(NCC1)C(F)(F)F)(C)COC